(R)-4-(6-Fluoro-2-(5-fluoropyridin-2-yl)-6-((methoxy-d3)methyl)-4,5,6,7-tetrahydropyrazolo[1,5-a]pyridin-3-yl)-6-methyl-1H-pyrazolo[3,4-b]pyridine F[C@@]1(CCC=2N(C1)N=C(C2C2=C1C(=NC(=C2)C)NN=C1)C1=NC=C(C=C1)F)COC([2H])([2H])[2H]